CN[C@@H]1CN(CC1)C (S)-N,1-dimethylpyrrolidin-3-amine